6-chloro-4-[6-[(1,1-dimethylethyl)sulfonyl]-7-(2,2,2-trifluoroethoxy)imidazo[1,2-a]pyridin-3-yl]-2-pyridinamine ClC1=CC(=CC(=N1)N)C1=CN=C2N1C=C(C(=C2)OCC(F)(F)F)S(=O)(=O)C(C)(C)C